trimethoxy[3-(methylamino)propyl]silane tert-butyl-(4-fluorophenyl)carbamate C(C)(C)(C)N(C(O)=O)C1=CC=C(C=C1)F.CO[Si](CCCNC)(OC)OC